ClC1=NC(=NC(=C1[N+](=O)[O-])Cl)C 4,6-dichloro-2-methyl-5-nitropyrimidine